NC=1C(NC(N(N1)C1=CC(=C(C(=C1)Cl)OC=1C=C2C(=CC(=NC2=CC1)C=1SC(=CC1)C)C)Cl)=O)=O 6-amino-2-(3,5-dichloro-4-((2-(5-methylthiophen-2-yl)-4-Methylquinolin-6-yl)oxy)phenyl)-1,2,4-triazine-3,5(2H,4H)-dione